[Si](C1=CC=CC=C1)(C1=CC=CC=C1)(C(C)(C)C)OC[C@H]1S[C@H]([C@H]2[C@@H]1OC(O2)(C)C)N2C=C(C1=C2N=C(N=C1N)Cl)C#C[Si](C)(C)C 7-((3aR,4R,6R,6aS)-6-(((tert-butyldiphenylsilyl)oxy)methyl)-2,2-dimethyltetrahydrothieno[3,4-d][1,3]dioxol-4-yl)-2-chloro-5-((trimethylsilyl)ethynyl)-7H-pyrrolo[2,3-d]pyrimidin-4-amine